N-[(9H-fluoren-9-ylmethoxy)carbonyl]-L-valyl-N-{3-[{(1R)-1-[1-benzyl-4-(2,5-difluorophenyl)-1H-pyrrol-2-yl]-2,2-dimethylpropyl}(glycoloyl)amino]propyl}-L-alanine amide C1=CC=CC=2C3=CC=CC=C3C(C12)COC(=O)N[C@@H](C(C)C)C(=O)N[C@@H](C)C(=O)NCCCN(C(CO)=O)[C@H](C(C)(C)C)C=1N(C=C(C1)C1=C(C=CC(=C1)F)F)CC1=CC=CC=C1